C1(C=CC=C1)C(=CC[Ti])C1C=CC=C1 Bis(cyclopentadienyl)allyl-titanium